FC1(C(N(C2=CC=CC=C12)CC1CCCCC1)=O)C=1C(N(C2=CC=CC=C2C1)C)=O 3-(3-fluoro-1-cyclohexylmethyl-2-oxoindol-3-yl)-1-methylquinolin-2(1H)-one